methylcyclopentadienyltris(methylethylamino)hafnium CC1(C=CC=C1)[Hf](N(C)CC)(N(C)CC)N(CC)C